N(=[N+]=[N-])CC(C(CS(=O)(=O)C(C)C)=O)(C)C 4-azido-1-(isopropylsulfonyl)-3,3-dimethyl-2-butanone